FC=1C=C(C=C(C1)F)C1CC=NN1C(=O)N1CC(C1)OC1=C(C=CC(=N1)C1=C(C=NN1C)C#N)F 5-(6-((1-(5-(3,5-difluorophenyl)-4,5-dihydro-1H-pyrazole-1-carbonyl)azetidin-3-yl)oxy)-5-fluoropyridin-2-yl)-1-methyl-1H-pyrazole-4-carbonitrile